(S)-1-(1H-benzo[d]imidazole-2-yl)ethane-1-amine N1C(=NC2=C1C=CC=C2)[C@H](C)N